C(CCCCCC)C(CCC(=O)OCC(COC(CCC(CCCCCCC)CCCCCCC)=O)N1CCC2(CC1)CCN(CC2)CCCCO)CCCCCCC 2-(9-(4-hydroxybutyl)-3,9-diazaspiro[5.5]undecan-3-yl)propane-1,3-diyl bis(4-heptylundecanoate)